N-(5-Fluoropyrimidin-2-yl)-1,5,5-trimethyl-2-oxo-6,7-dihydrocyclopenta[b]pyridine-3-carboxamide FC=1C=NC(=NC1)NC(=O)C1=CC2=C(N(C1=O)C)CCC2(C)C